CNCCCN(C(=O)C1=CC2=C(N=CC1)C=CC=C2)CCC N-(3-(methylamino)propyl)-N-propyl-3H-benzo[b]azepine-4-carboxamide